NC1CCN(CC1)C(=O)C1=C(C=C(C=C1)NC=1C=2N(C=CN1)C(=CN2)C=2C(=NNC2)C(F)(F)F)Cl (4-amino-1-piperidyl)-[2-chloro-4-[[3-[3-(trifluoromethyl)-1H-pyrazol-4-yl]imidazo[1,2-a]pyrazin-8-yl]amino]phenyl]methanone